N-[1-(4-fluorophenyl)-1H-indazol-4-yl]-2-(trifluoromethyl)benzamide FC1=CC=C(C=C1)N1N=CC2=C(C=CC=C12)NC(C1=C(C=CC=C1)C(F)(F)F)=O